O=C([C@](O)([C@@H](O)[C@H](O)[C@H](O)CO)[2H])[2H] glucose-d2